FC(CC(=O)NC1=CC(=C(C2=CC=CC=C12)OC=1N=C(SC1C1=NC(=NC=C1)N[C@@H]1CNCCC1)C)C)(F)F 3,3,3-trifluoro-N-[3-methyl-4-[2-methyl-5-[2-[[(3S)-3-piperidyl]amino]pyrimidin-4-yl]thiazol-4-yl]oxy-1-naphthyl]propanamide